(S)-4-Ethyl-5-(hydroxymethyl)-2-(1-((4-methylpyridin-3-yl)oxy)-8-((1,1,1-trifluoropropan-2-yl)oxy)isoquinolin-6-yl)-2,4-dihydro-3H-1,2,4-triazol-3-one C(C)N1C(N(N=C1CO)C=1C=C2C=CN=C(C2=C(C1)O[C@H](C(F)(F)F)C)OC=1C=NC=CC1C)=O